C(CCCCCCC)C1(C2=CC=CC=C2C=2C=CC=CC12)CCCCCCCC (9,9-dioctyl)-fluorene